(2R,3S)-2-(3-(5-chloro-7-(1-methyl-1H-imidazol-5-yl)-1H-benzo[d]imidazol-1-yl)propyl)piperidin-3-ol ClC1=CC2=C(N(C=N2)CCC[C@H]2NCCC[C@@H]2O)C(=C1)C1=CN=CN1C